C=1(C(=CC=CC1)CN)CN o-xylylenediamine